CC(=O)C1=CC(=CC=C1)C=1N=C2N(C=CC=C2)C1 (3-(imidazo[1,2-a]pyridin-2-yl)phenyl) Methyl ketone